FC=1C=C2CCN(CC2=CC1)C=1SC(=C(C1)C)[N+](=O)[O-] 6-Fluoro-2-(4-methyl-5-nitrothiophen-2-yl)-1,2,3,4-tetrahydroisoquinoline